CC=1C(=C(C=CC1)CCC1=CC=CC=C1)C dimethyl-(1-phenethyl)benzene